(R)-N-[(1S)-1-cyclobutylethyl]-2-methyl-2-propanesulfinamide C1(CCC1)[C@H](C)N[S@](=O)C(C)(C)C